6-(2-amino-6-fluoro-5-(4-(4-isopropylpiperazin-1-yl)phenyl)pyridin-3-yl)-4-chloro-2,7-naphthyridin-1(2H)-one NC1=NC(=C(C=C1C=1C=C2C(=CNC(C2=CN1)=O)Cl)C1=CC=C(C=C1)N1CCN(CC1)C(C)C)F